C(=O)(O)C(CC(=O)O)N(C(C(CC(=O)N)S(=O)(=O)O)=O)CCCCCCCCCCCCCCCCCC N-(1,2-dicarboxyethyl)-N-octadecyl-sulfosuccinamide